(S)-4-(4-cyclopropyl-1H-imidazol-1-yl)-5-isopropoxy-N-(5-methyl-5,6-dihydrobenzo[f][1,2,4]triazolo[4,3-d][1,4]oxazepin-8-yl)picolinamide C1(CC1)C=1N=CN(C1)C1=CC(=NC=C1OC(C)C)C(=O)NC1=CC=CC=2C=3N([C@H](COC21)C)C=NN3